ClC=1C=CC2=C(CC(CC=3N2C(=NN3)[C@@H]3CC[C@H](CC3)OC3=NC=CC=C3)C(C(=O)[O-])C#N)C1 8-chloro-1-[trans-4-(pyridin-2-yloxy) cyclohexyl]-5,6-dihydro-4H-[1,2,4]triazolo[4,3-a][1]benzazepin-5-ylcyanoacetate